C(C1=CC=CC=C1)N1C(C2(OC=CC(C2)=O)C2=CC=CC=C12)=O 1-benzylspiro[indoline-3,2'-pyran]-2,4'(3'H)-dione